CC=1N=C(SC1CCNC)N 4-methyl-5-(2-(methylamino)ethyl)thiazol-2-amine